C(CCC)C1=C(C(=C(C(=N1)O)C(=O)N1CCN(CC1)C1=NC(=NS1)C1=CC=CC=C1)O)C1=C(C=CC=C1OC)OC 6-butyl-5-(2,6-dimethoxyphenyl)-3-[4-(3-phenyl-1,2,4-thiadiazol-5-yl)piperazine-1-carbonyl]pyridine-2,4-diol